N'-[(5-fluoro-3-methyl-2-pyridyl)methyl]-N'-[(5-fluoro-2-pyridyl)methyl]oxamide FC=1C=C(C(=NC1)CN(C(C(N)=O)=O)CC1=NC=C(C=C1)F)C